FC=1C=C(C=NC1C#C[Si](C)(C)C)CO (5-fluoro-6-((trimethylsilyl)ethynyl)pyridin-3-yl)methanol